CCOC(=O)C1=CN=CN1[C@H](C)C2=CC=CC=C2 The molecule is the ethyl ester of 1-[(1R)-1-phenylethyl]-1H-imidazole-5-carboxylic acid. It is an intravenous general anaesthetic with no analgesic activity. It has a role as an intravenous anaesthetic and a sedative. It is a member of imidazoles and an ethyl ester. It derives from a 1-[(1R)-1-phenylethyl]-1H-imidazole-5-carboxylic acid.